C1=CC(=CC=C1O)OC2=CC=C(C=C2)O 4,4'-dihydroxy diphenyl ether